ClC1=C(C(=CC=C1Cl)OCOC)C1N(CC(C1)CC(=O)OCC)C(=O)[O-] 2-[2,3-dichloro-6-(methoxymethoxy)phenyl]-4-(2-ethoxy-2-oxoethyl)pyrrolidine-1-carboxylate